C(=O)(O)C1=CC=C(C=C1)[Co+] (4-carboxyphenyl)cobalt (ii)